7-bromo-2,3-dihydrobenzo[f][1,4]oxazepine-4(5H)-carboxylate BrC=1C=CC2=C(CN(CCO2)C(=O)[O-])C1